(2S,3R)-N-(3-aminopropyl)-N-(4-fluoro-3-methylphenyl)-3-hydroxy-1-(6-methyl-4-(trifluoromethyl)pyridin-2-yl)pyrrolidine-2-carboxamide NCCCN(C(=O)[C@H]1N(CC[C@H]1O)C1=NC(=CC(=C1)C(F)(F)F)C)C1=CC(=C(C=C1)F)C